(4-(1-(naphthalen-2-yl)-1H-benzo[d]imidazol-2-yl)phenyl)boronic acid pinacol ester C1=C(C=CC2=CC=CC=C12)N1C(=NC2=C1C=CC=C2)C2=CC=C(C=C2)B2OC(C)(C)C(C)(C)O2